bis(trimethylammoniopropyl)ferrocene C[N+](C)(C)CCC[C-]1C=CC=C1.[C-]1(C=CC=C1)CCC[N+](C)(C)C.[Fe+2]